3-isocyanato-2,3-dimethyl-1-butene N(=C=O)C(C(=C)C)(C)C